Cl.N(N)C(=O)C=1C=C(C=C(C1)C(=O)NN)C[N+](C)(C)C 1-(3,5-bis(hydrazinocarbonyl)phenyl)-N,N,N-trimethylmethylammonium hydrochloride